BrC=1C=C(C=CC1)C=1NC(=CN1)C1=CC(=CC=C1)O 2-(3-Bromophenyl)-5-(3-hydroxyphenyl)-1H-imidazole